phosphoric acid, dimethyl oxiranylmethyl ester P(OC)(OC)(OCC1OC1)=O